C(C)(C)(C)OC(=O)[C@@H]1[C@H]2[C@@H](CCN[C@H]2C1)CC=C |r| racemic-(1SR,5RS,6RS,7SR)-5-allyl-2-azabicyclo[4.2.0]octane-7-carboxylic acid tert-butyl ester